(S)-N-(2-Methoxy-5-(4-(trifluoromethyl)phenoxy)phenyl)-pyrrolidine-2-carboxamide COC1=C(C=C(C=C1)OC1=CC=C(C=C1)C(F)(F)F)NC(=O)[C@H]1NCCC1